C(C)N(CCCCCC(=O)O)C=1C=CC2=CC=3C(CC(=CC3[O+]=C2C1)C)(C)C 6-[ethyl-(6,8,8-trimethyl-7H-xanthen-10-ium-3-yl)amino]hexanoic acid